N-(4-(3-amino-1H-pyrazolo[3,4-b]pyridin-6-yl)-phenyl)-2-chloro-5-methoxybenzenesulfonamide NC1=NNC2=NC(=CC=C21)C2=CC=C(C=C2)NS(=O)(=O)C2=C(C=CC(=C2)OC)Cl